Diethyl (4-((2-chloro-7,9-difluoro-5H-pyrido[3,2-b]indol-5-yl)methyl)benzyl)phosphonate ClC=1C=CC=2N(C=3C=C(C=C(C3C2N1)F)F)CC1=CC=C(CP(OCC)(OCC)=O)C=C1